S(=O)(=O)(ON1[C@@H]2CC[C@H](N(C1=O)C2)C(NC(=O)[C@H]2CN(CCC2)C)=N)[O-].[Na+] sodium (2S,5R)-2-(N-((R)-1-methylpiperidine-3-carbonyl) carbamimidoyl)-7-oxo-1,6-diazabicyclo[3.2.1]octan-6-yl sulfate